CN1N=CC(=C1)C1=CC=C(C=C1)N(C(C)=O)[C@@H]1CC[C@H](CC1)NC1=NC=C(C=C1)C(F)(F)F N-(4-(1-methyl-1H-pyrazol-4-yl)phenyl)-N-(trans-4-((5-(trifluoromethyl)pyridin-2-yl)amino)cyclohexyl)acetamide